ClC1=C(C=CC(=C1)F)C1(CC1)/C(/NO)=N/[H] (Z)-1-(2-chloro-4-fluorophenyl)-N-hydroxycyclopropane-1-carboximidamide